NC(C)(C)C1CCC(CC1)(N)C 4-(2-aminoprop-2-yl)-1-methylcyclohexane-1-amine